C(C1CC(C(CC1)N[C@@H](CC(=O)OCC)C(=O)OCC)C)C1CC(C(CC1)N[C@@H](CC(=O)OCC)C(=O)OCC)C |r| tetraethyl methylenebis(2-methyl-cyclohexane-4,1-diyl)bis-DL-aspartate